3-(methacryloxymethyl)-2,2,4,4-tetrafluorooxetane C(C(=C)C)(=O)OCC1C(OC1(F)F)(F)F